NC=1C=2N(C3=CC(=C(C=C3N1)F)C(=O)N(C)[C@@H]1COC(C3=CC(=CC=C13)C(F)(F)F)(C)C)C=NC2 (S)-4-amino-N-(1,1-dimethyl-7-(trifluoromethyl)isochroman-4-yl)-7-fluoro-N-methylimidazo[1,5-a]quinoxaline-8-carboxamide